FC1=C(C(=O)NC2=NC=C(C=C2)N2CCN(CC2)C2=NC=CC=C2)C=CC=C1 2-Fluoro-N-(5-(4-(pyridin-2-yl)piperazin-1-yl)pyridin-2-yl)benzamid